CC1=C(C=C2C=CC=NC2=C1)C1CCN(CC1)S(=O)(=O)C=1C=NN2C1N=CC=C2 7-methyl-6-(1-(pyrazolo[1,5-a]pyrimidin-3-ylsulfonyl)piperidin-4-yl)quinoline